pyrrole-2(1H)-formamide N1C(=CC=C1)C(=O)N